N'-{2-chloro-4-[(3-methoxyphenyl)(methyl)amino]-5-methylphenyl}-N-ethyl-N-methylimidoformamide ClC1=C(C=C(C(=C1)N(C)C1=CC(=CC=C1)OC)C)N=CN(C)CC